2,4-dimethylpentan-2,4-diol CC(C)(CC(C)(O)C)O